C[C@@]1(CCC=2C(=C(C(=NC2C1)N1CC2(CN(C2)C(C=C)=O)CC1)C#N)C1=NC=CC=C1C)C1=C(N=CS1)C (7S)-7-methyl-4-(3-methyl-2-pyridinyl)-7-(4-methyl-1,3-thiazol-5-yl)-2-(2-(2-propenoyl)-2,6-diazaspiro[3.4]octan-6-yl)-5,6,7,8-tetrahydro-3-quinolinecarbonitrile